C(C1=CC=CC=C1)(C1=CC=CC=C1)(C1=CC=CC=C1)OC[C@H]1OCC1 (S)-2-((trityloxy)methyl)oxetane